benzyl-Triphenylphosphine bromide [Br-].C(C1=CC=CC=C1)C1=C(C=CC=C1)P(C1=CC=CC=C1)C1=CC=CC=C1